[Pt](Cl)Cl.[K] potassium platinous chloride